C(=O)(O)CCCCCN1C(C=C(C2=CC3=C(C=C12)[O+]=C1C=C(CC(C1=C3)(C)C)N(C3=CC=C(C=C3)S(=O)(=O)[O-])C)CS(=O)(=O)[O-])(C)C 4-[[1-(5-Carboxypentyl)-2,2,7,7-tetramethyl-4-(sulfonatomethyl)-8H-chromeno[3,2-g]quinolin-11-ium-9-yl]-methyl-amino]benzensulfonat